(β-aminoethyl)aminopropylmethyldimethoxysilane NCCNCCC[Si](OC)(OC)C